ClC=1C=C(C=C(C1)Cl)S(=O)(=O)NC1=CC=C(C=C1)S(NC1=C(C=C(C=C1)F)C)(=O)=O 3,5-dichloro-N-(4-(N-(2-methyl-4-fluorophenyl)sulfamoyl)phenyl)benzenesulfonamide